5-[[(2S)-1-Hydroxy-3-(3-oxo-3-[4-[5-(trifluoromethyl)pyridin-2-yl]piperazin-1-yl]propoxy)propan-2-yl]amino]-4-(trifluoromethyl)-2,3-dihydropyridazin-3-one OC[C@@H](COCCC(N1CCN(CC1)C1=NC=C(C=C1)C(F)(F)F)=O)NC1=C(C(NN=C1)=O)C(F)(F)F